C(C)(C)(C)OC(=O)N1[C@@](COCC1)(C=1C=C(C=C2CCN(CC12)C(=O)C=1C=NC(=NC1)C)C=1C=C2C(=NC1)NC=C2CC)C(C)(C)C tert-butyl-(R)-3-(6-(3-ethyl-1H-pyrrolo[2,3-b]pyridin-5-yl)-2-(2-methylpyrimidine-5-carbonyl)-1,2,3,4-tetrahydroisoquinolin-8-yl)morpholine-4-carboxylic acid tert-butyl ester